4-(1-methyl-1,2,3,6-tetrahydropyridin-4-yl)-N-(pyridin-4-ylmethyl)-benzenesulfonamide CN1CCC(=CC1)C1=CC=C(C=C1)S(=O)(=O)NCC1=CC=NC=C1